(Z)-2-cyclopropyl-N-hydroxy-5-(trifluoromethoxy)benzimidamide C1(CC1)C1=C(/C(/NO)=N/[H])C=C(C=C1)OC(F)(F)F